COC(=O)C=1SC2=C(C1I)C=CC(=C2)F 6-Fluoro-3-iodo-1-benzothiophene-2-carboxylic acid methyl ester